O=C1N(CCC(N1)=O)C(C)C=1C=C(C=CC1)C#CCNC(C1=NC=C(C=C1)C=1N=CC2=C(C=CC=C2C1)C1=CC2=C(N(C(N2C)=O)C)C(=C1)C(C)C)=O N-(3-(3-(1-(2,4-Dioxotetrahydropyrimidin-1(2H)-yl)ethyl)phenyl)prop-2-yn-1-yl)-5-(8-(7-isopropyl-1,3-dimethyl-2-oxo-2,3-dihydro-1H-benzo[d]imidazol-5-yl)isoquinolin-3-yl)picolinamide